N-(5-(2,6-Difluoro-4-methoxyphenyl)-1-methyl-2-(4-((3-methyloxetan-3-yl)methoxy)-6-(trifluoromethyl)pyridin-2-yl)-3-oxo-2,3-dihydro-1H-pyrazol-4-yl)-4-(difluoromethoxy)benzamide FC1=C(C(=CC(=C1)OC)F)C1=C(C(N(N1C)C1=NC(=CC(=C1)OCC1(COC1)C)C(F)(F)F)=O)NC(C1=CC=C(C=C1)OC(F)F)=O